7-[(1,2,3,4-tetrahydroisoquinolin-6-yl)oxy]quinazoline-2,5-diamine C1NCCC2=CC(=CC=C12)OC=1C=C(C=2C=NC(=NC2C1)N)N